C(C)(=O)OCCCCCCC1OC1 6-(oxiran-2-yl)hexyl acetate